2-phenoxy-benzene O(C1=CC=CC=C1)C1=CC=CC=C1